cis-5-((5-(3-((6-(tert-butyl)pyrimidin-4-yl)oxy)cyclopentyl)-1H-pyrazol-3-yl)amino)-4-fluoro-2,3-dihydrobenzo[d]isothiazole 1,1-dioxide C(C)(C)(C)C1=CC(=NC=N1)O[C@H]1C[C@H](CC1)C1=CC(=NN1)NC=1C=CC2=C(CNS2(=O)=O)C1F